7-(4-(oxetan-3-ylamino)pyridin-2-yl)pyrrolo[1,2-b]Pyridazine-3-carbonitrile O1CC(C1)NC1=CC(=NC=C1)C1=CC=C2N1N=CC(=C2)C#N